tert-Butyl-(5Z)-5-[(R)-tert-butylsulfinyl]iminospiro[7H-cyclopenta[b]pyridine-6,4'-piperidine] C(C)(C)(C)N1CCC2(CC1)/C(/C=1C(=NC=CC1)C2)=N/[S@](=O)C(C)(C)C